ClC=1C(=NC(=NC1)NC=1C=C(C2=C(COB2O)C1)CC)NC1CCCC1 5-chloro-N4-cyclopentyl-N2-(7-ethyl-1-hydroxy-3H-2,1-benzoxaborol-5-yl)pyrimidine-2,4-diamine